C(C)(=O)ON=C(C)C=1C=CC=2N(C3=CC=C(C=C3C2C1)C(C1=C(C=CC=C1)C)=O)CC N-acetyloxy-1-[9-ethyl-6-(2-methylbenzoyl)-9H-carbazol-3-yl]ethane-1-imine